2-Hydroxy-5-nitroterephthalic acid OC1=C(C(=O)O)C=C(C(=C1)C(=O)O)[N+](=O)[O-]